(4-ethoxyphenyl)iodonium cis-tert-butyl-3,4-bis(hydroxymethyl)pyrrolidine-1-carboxylate C(C)(C)(C)OC(=O)N1C[C@H]([C@H](C1)CO)CO.C(C)OC1=CC=C(C=C1)[IH+]